ClC=1C(=C(C(=CC1)F)[C@H](C12CCC(CC1)(C2)F)NC(=O)C2C[C@H]([C@H](C2)NC(=O)C=2C=NC=NC2)O)F N-((1S,2R)-4-(((S)-(3-chloro-2,6-difluorophenyl)(4-fluorobicyclo[2.2.1]heptan-1-yl)methyl)carbamoyl)-2-hydroxycyclopentyl)pyrimidine-5-carboxamide